dithiolane nickel [Ni].S1SCCC1